2-(2-Aminopyridin-4-yl)-N-(2-(3-hydroxy-3-methylbutyl)-6-(4-(trifluoromethyl)phenyl)-2H-indazol-5-yl)thiazole-4-carboxamide NC1=NC=CC(=C1)C=1SC=C(N1)C(=O)NC1=CC2=CN(N=C2C=C1C1=CC=C(C=C1)C(F)(F)F)CCC(C)(C)O